F[C@@H]1CN(CC1)CCCOC=1C(=CC=2C3=C(C(=NC2C1)NC(C)C)CCC3)OC (S)-7-(3-(3-fluoropyrrolidin-1-yl)propoxy)-N-isopropyl-8-methoxy-2,3-dihydro-1H-cyclopenta[c]quinolin-4-amine